C1(CC1)[C@@H](C=1C=C(C=CC1)N1C(C2=CC(=CC(=C2C1)C(F)(F)F)CNC1(CCC1)C)=O)C1=NN=CN1C (S)-2-(3-(cyclopropyl(4-methyl-4H-1,2,4-triazol-3-yl)methyl)phenyl)-6-(((1-methylcyclobutyl)amino)methyl)-4-(trifluoromethyl)isoindolin-1-one